N1C(=NC2=C1C=CC=C2)C=2C=CC(=NC2)N2CCC1(C(N3[C@H](O1)CC[C@H]3C3=CC=CC=C3)=O)CC2 (5'S,7a'R)-1-[5-(1H-benzimidazol-2-yl)pyridin-2-yl]-5'-phenyltetrahydro-3'H-spiro[piperidine-4,2'-pyrrolo[2,1-b][1,3]oxazol]-3'-one